CN1C(=NN=C1)C1(CC(C1)C#N)C1=CC(=CC=C1)N1C(C2=CC(=CC(=C2C1)C(F)(F)F)CNC1(CCC1)C)=O 3-(4-methyl-4H-1,2,4-triazol-3-yl)-3-(3-(6-(((1-methylcyclobutyl)amino)methyl)-1-oxo-4-(trifluoromethyl)isoindolin-2-yl)phenyl)cyclobutane-carbonitrile